N[C@@H]1CC[C@@H](NC1)C (2S,5R)-5-amino-2-methylpiperidine